[K].[K].ClC1=C(C=CC=C1C1C(NC(CC1)=O)=O)C1=CC=C(C=C1)CC1=NN(C=C1)C 3-(2-chloro-4'-((1-methyl-1H-pyrazol-3-yl)methyl)-[1,1'-biphenyl]-3-yl)piperidine-2,6-dione dipotassium